BrC=1C=C(C=C2C(N(C(=NC12)[C@@H]1N(C2=CC=CC=C2C1)C(=O)OC(C)(C)C)C1=CC(=C(C=C1)OC)F)=O)C#N tert-butyl (R)-2-(8-bromo-6-cyano-3-(3-fluoro-4-methoxyphenyl)-4-oxo-3,4-dihydroquinazolin-2-yl)indoline-1-carboxylate